OCCN(C1=CC=CC(=N1)C1=NC2=CC(=NC=C2C=C1)CNC(C1=CN=CC(=C1)S(=O)(=O)C)=O)C N-((2-(6-((2-hydroxyethyl)(methyl)amino)pyridin-2-yl)-1,6-naphthyridin-7-yl)methyl)-5-(methylsulfonyl)nicotinamide